1H-pyrrolo[3,2-C]pyridin-2-ylmethylamine dihydrochloride Cl.Cl.N1C(=CC=2C=NC=CC21)CN